7-((2-(trimethylsilyl)ethoxy)methyl)-7H-pyrrolo[2,3-d]-pyrimidine-5-carboxylic acid C[Si](CCOCN1C=C(C2=C1N=CN=C2)C(=O)O)(C)C